(6,7-diethoxy-1-(2-(5-methoxy-1H-indol-3-yl)ethyl)-3,4-dihydroisoquinolin-2(1H)-yl)(morpholinyl)methanone C(C)OC=1C=C2CCN(C(C2=CC1OCC)CCC1=CNC2=CC=C(C=C12)OC)C(=O)N1CCOCC1